N1C=C(C2=CC=CC=C12)CCCNS(=O)(=O)C1=CC(=C(C=C1)OCCCN1CCN(CC1)C)F N-(3-(1H-indol-3-yl)propyl)-3-fluoro-4-(3-(4-methylpiperazin-1-yl)propoxy)benzenesulfonamide